(S)-tert-butyl 2,7-dimethyl-3-(trifluoromethylsulfonyloxy)-4,5-dihydro-2H-pyrazolo[3,4-c]pyridine-6(7H)-carboxylate CN1N=C2[C@@H](N(CCC2=C1OS(=O)(=O)C(F)(F)F)C(=O)OC(C)(C)C)C